(2R*,3R*)-2-benzyl-3-methyl-1-tosylpyrrolidine C(C1=CC=CC=C1)[C@H]1N(CC[C@H]1C)S(=O)(=O)C1=CC=C(C)C=C1 |o1:7,11|